7-chloro-6-hydroxy-1-methyl-N-(4-methyl-1,1-dioxidotetrahydro-2H-thiopyran-4-yl)-1H-benzo[d]imidazole-2-carboxamide ClC1=C(C=CC2=C1N(C(=N2)C(=O)NC2(CCS(CC2)(=O)=O)C)C)O